8-[(1R)-1-Aminoethyl]-3,6-dimethyl-2-pyrimidin-5-yl-chromen-4-one N[C@H](C)C=1C=C(C=C2C(C(=C(OC12)C=1C=NC=NC1)C)=O)C